(S)-2-((7-chloroquinolin-4-yl)amino)-3-(1H-imidazol-4-yl)-N-methoxy-N-methylpropanamide ClC1=CC=C2C(=CC=NC2=C1)N[C@H](C(=O)N(C)OC)CC=1N=CNC1